(S)-4-(3-(6-bromo-7-((1-(ethylsulfonyl)pyrrolidin-3-yl)amino)-3H-imidazo[4,5-b]pyridin-2-yl)-2,5-dimethyl-1H-pyrrol-1-yl)-N-(2-morpholinoethyl)benzamide BrC=1C(=C2C(=NC1)NC(=N2)C2=C(N(C(=C2)C)C2=CC=C(C(=O)NCCN1CCOCC1)C=C2)C)N[C@@H]2CN(CC2)S(=O)(=O)CC